azido-2,5-dimethoxy-1,1'-biphenyl N(=[N+]=[N-])C=1C(=C(C=C(C1)OC)C1=CC=CC=C1)OC